C(C)NC1=NC=CC(=C1)C1=C(C=CC=C1)C1=NN=CN1C N-ethyl-4-[2-(4-methyl-1,2,4-triazol-3-yl)phenyl]Pyridin-2-amine